3-[(1R)-1-[(4R)-4-ethyl-2-imino-4-methyl-6-oxo-hexahydropyrimidin-1-yl]-3-methoxy-propyl]-N-(3-hydroxy-2,2,3-trimethyl-chroman-4-yl)benzamide C(C)[C@]1(NC(N(C(C1)=O)[C@H](CCOC)C=1C=C(C(=O)NC2C(C(OC3=CC=CC=C23)(C)C)(C)O)C=CC1)=N)C